4,4'-(3,3,5-trimethylcyclohexane-1,1-diyl)diphenol CC1(CC(CC(C1)C)(C1=CC=C(C=C1)O)C1=CC=C(C=C1)O)C